O=C1N(C[C@H](N1)C(F)(F)F)CC=1C=C(N=NC1)NC(OC(C)(C)C)=O tert-Butyl N-[5-[[(4S)-2-oxo-4-(trifluoromethyl)imidazolidin-1-yl]methyl]pyridazin-3-yl]carbamate